1,10-decanedicarboxylic acid triethanolamine salt N(CCO)(CCO)CCO.C(CCCCCCCCCC(=O)O)C(=O)O